4-[4-(1,3-benzooxazol-2-yl)piperidin-1-yl]-1-methyl-2-oxo-7-(trifluoromethyl)-1,2-dihydroquinoline-3-carboxamide O1C(=NC2=C1C=CC=C2)C2CCN(CC2)C2=C(C(N(C1=CC(=CC=C21)C(F)(F)F)C)=O)C(=O)N